(Z)-octadec-9-en-1-ylpalmitate C(CCCCCCC\C=C/CCCCCCCC)OC(CCCCCCCCCCCCCCC)=O